C(C(C([2H])([2H])[2H])([2H])N(C(=O)C1=C(C=CC(=C1)F)N1C(=C(C=2C1=CN=CC2)C(=O)C2CCN(CC2)C(=O)OC(C)(C)C)C)C(C([2H])([2H])[2H])(C([2H])([2H])[2H])[2H])([2H])([2H])[2H] tert-Butyl 4-(1-(2-(bis(propan-2-yl-d7)carbamoyl)-4-fluorophenyl)-2-methyl-1H-pyrrolo[2,3-c]pyridine-3-carbonyl)piperidine-1-carboxylate